C(C)(C)C1=C(NC2=CC=C(C=C12)C1CCN(CC1)CC1=NN(C=N1)C)C=1C=C(C=2N(C1)C(=NN2)C)C 6-(3-isopropyl-5-(1-((1-methyl-1H-1,2,4-triazol-3-yl)methyl)piperidin-4-yl)-1H-indol-2-yl)-3,8-dimethyl-[1,2,4]triazolo[4,3-a]pyridine